3-(2-(dimethylamino)acetamido)-N-(4-(4-fluoro-1-isopropyl-1H-benzo[d]imidazol-6-yl)-5-methylpyridin-2-yl)cyclohexane-1-carboxamide CN(CC(=O)NC1CC(CCC1)C(=O)NC1=NC=C(C(=C1)C=1C=C(C2=C(N(C=N2)C(C)C)C1)F)C)C